3-[2-(propan-2-yloxy)ethoxy]-1H-pyrazole-4-carboxylic acid ethyl ester C(C)OC(=O)C=1C(=NNC1)OCCOC(C)C